C(C1=CC=CC=C1)OC(=O)N1[C@@H]2C[C@H]([C@H](C1)C2)OCC=2C(=NOC2C2CC2)C2=C(C=CC=C2F)Cl (1s,4s,5r)-5-[[3-(2-chloro-6-fluorophenyl)-5-cyclopropyl-1,2-oxazol-4-yl]methoxy]-2-azabicyclo[2.2.1]heptane-2-carboxylic acid benzyl ester